FC1([C@@H](CC1)N1C=C(C(=CC1=O)NC1[C@H]2CN(C[C@@H]1CC2)C)C(=O)N[C@H](C)C2=C(C(=CC=C2)C(F)F)F)F 1-((R)-2,2-difluorocyclobutyl)-N-((R)-1-(3-(difluoromethyl)-2-fluorophenyl)ethyl)-4-(((1R,5S,8s)-3-methyl-3-azabicyclo[3.2.1]octan-8-yl)amino)-6-oxo-1,6-dihydropyridine-3-carboxamide